BrC1=CC=C2N=CC(=NC2=C1)C=1C=NN(C1)CCCCCCNC(OC(C)(C)C)=O tert-butyl (6-(4-(7-bromoquinoxalin-2-yl)-1H-pyrazol-1-yl)hexyl)carbamate